OC[C@@H](CC(C)C)NC1=NC(=NC(=N1)CC(C)C=1C=NC2=CC=CC=C2C1)NS(=O)(=O)C N-(4-(((R)-1-hydroxy-4-methylpent-2-yl)amino)-6-(2-(quinolin-3-yl)propyl)-1,3,5-triazin-2-yl)methanesulfonamide